(3aR,5s,6aS)-N-(6-(cyclohexylsulfonyl)pyridazin-3-yl)-2-(2,2-dimethyltetrahydro-2H-pyran-4-yl)octahydrocyclopenta[c]pyrrol-5-amine C1(CCCCC1)S(=O)(=O)C1=CC=C(N=N1)NC1C[C@@H]2[C@@H](CN(C2)C2CC(OCC2)(C)C)C1